C1C(CC2=CC=CC=C12)NC1=NC=C(C=N1)C=1N=CN(C1)CC(=O)O 2-(4-{2-[(2,3-dihydro-1H-inden-2-yl)amino]pyrimidin-5-yl}-1H-imidazol-1-yl)acetic acid